N-Fmoc-3-aminotetradecanoic acid C(=O)(OCC1C2=CC=CC=C2C2=CC=CC=C12)NC(CC(=O)O)CCCCCCCCCCC